BrC=1C=C(C(=NC1)N1CCC(CC1)N(C)C)N 5-bromo-2-(4-(dimethylamino)piperidin-1-yl)pyridin-3-amine